NITRIC ACID [N+](=O)(O)[O-]